NC1=C(C=C(N=N1)C1=C(C=CC=C1)O)N1CC2CCC(C1)N2C2=CC(=NC=C2)OC2CNC2 2-(6-amino-5-(8-(2-(azetidin-3-yloxy)pyridin-4-yl)-3,8-diazabicyclo[3.2.1]octan-3-yl)pyridazin-3-yl)phenol